2-(2-Phenyl-1,2,3,4-tetrahydroquinoline-6-yl)-1-(piperazine-1-yl)ethane-1-one C1(=CC=CC=C1)C1NC2=CC=C(C=C2CC1)CC(=O)N1CCNCC1